N-(4-cyanophenyl)-N-cyclopropyl-4-(4,5-dichloro-6-oxo-pyridazin-1-yl)piperidine-1-sulfonamide C(#N)C1=CC=C(C=C1)N(S(=O)(=O)N1CCC(CC1)N1N=CC(=C(C1=O)Cl)Cl)C1CC1